OCCN(CCCCCCCC(=O)OC(CCCCCCCC)CCCCCCCC)CCCCOC(=O)OCC1CCC(CC1)CCCCC heptadecan-9-yl 8-((2-hydroxyethyl)(4-((((4-pentylcyclohexyl)methoxy)carbonyl)oxy)butyl)amino)octanoate